ClC=1C(=NC=C(C1)[N+](=O)[O-])N1N=CC(=C1)C#N 1-(3-chloro-5-nitropyridin-2-yl)-1H-pyrazole-4-carbonitrile